(R)-1-(4-(6-amino-5-(trifluoromethyl)pyridin-3-yl)-1-(3-fluorobicyclo-[1.1.1]pentan-1-yl)-1H-imidazol-2-yl)-2-methylpropan-1-ol NC1=C(C=C(C=N1)C=1N=C(N(C1)C12CC(C1)(C2)F)[C@@H](C(C)C)O)C(F)(F)F